2-cyano-4-(2-(1-ethyl-3-(trifluoromethyl)-1H-pyrazol-4-yl)-3-fluorophenyl)-4,7-dihydrothieno[2,3-c]pyridin C(#N)C1=CC2=C(CN=CC2C2=C(C(=CC=C2)F)C=2C(=NN(C2)CC)C(F)(F)F)S1